3-methyl-1,5-dihydroxypentane CC(CCO)CCO